C(C)(C)(C)OC(CN1C(C2=CC=C(C=C2C1=O)Br)CC(=O)OC)=O 2-(5-bromo-1-(2-methoxy-2-oxoethyl)-3-oxoisoindolin-2-yl)acetic acid tert-butyl ester